(3R,4S,5S,6S)-6-(mercaptomethyl)tetrahydro-2H-pyran-2,3,4,5-tetraol SC[C@@H]1[C@H]([C@@H]([C@H](C(O1)O)O)O)O